Cl.C(=O)(OC(C1=CC=CC=C1)=O)[C@H](O)[C@@H](O)C(=O)OC(C1=CC=CC=C1)=O dibenzoyl L-tartrate, hydrochloride